(S)-5-(morpholine-4-carbonyl)pyrrolidin-2-one N1(CCOCC1)C(=O)[C@@H]1CCC(N1)=O